(S)-2-Amino-N'-(2,3-dihydroxybenzylidene)-3-hydroxy-propanehydrazide N[C@H](C(=O)NN=CC1=C(C(=CC=C1)O)O)CO